(benzofuran-2-yl)-N-(4-((7-methyl-7H-pyrrolo[2,3-D]pyrimidin-4-yl)oxy)phenyl)acetamide O1C(=CC2=C1C=CC=C2)CC(=O)NC2=CC=C(C=C2)OC=2C1=C(N=CN2)N(C=C1)C